Diphenyl-diphenyl(2,4,6-trimethylbenzoyl)phosphine oxide C1(=CC=CC=C1)C=1C(=C(C=CC1)P(C(C1=C(C=C(C=C1C)C)C)=O)(C1=CC=CC=C1)=O)C1=CC=CC=C1